C(C)(C)(C)OC(CC1(CCN(CC1)C1=C(C=C(C(=C1)OC)NC1C(NC(CC1)=O)=O)F)O)=O 2-[1-[4-[(2,6-dioxo-3-piperidinyl)amino]-2-fluoro-5-methoxy-phenyl]-4-hydroxy-4-piperidinyl]acetic acid tert-butyl ester